ClC=1C=CC(=C(C1)NC(=O)NC1=CC(=CC(=C1)OC(F)(F)F)Cl)CCO 1-[5-chloro-2-(2-hydroxyethyl)phenyl]-3-(3-chloro-5-trifluoromethoxyphenyl)urea